COC(=O)C1=CC2=C(C=N1)N=CN2 1H-imidazo[4,5-c]Pyridine-6-carboxylic acid methyl ester